C(C)(=O)OCCCCCCCCCCCCCCCC\C=C/C (Z)-17-Nonadecenyl acetate